C(C1=CC=CC=C1)OC(=O)OC1=C(C(=O)[O-])C=C(C=C1)[N+](=O)[O-] 2-((benzyloxycarbonyl)oxy)-5-nitrobenzoate